2-(2,3-dichlorophenyl)-2-fluoro-propionic acid ClC1=C(C=CC=C1Cl)C(C(=O)O)(C)F